1-[2-cyano-4-(trifluoromethyl)phenyl]-N-[(3S)-1-methylpyrrolidin-3-yl]-4-[6-(2-methylthiophene-3-yl)pyridin-3-yl]piperidine-4-carboxamide C(#N)C1=C(C=CC(=C1)C(F)(F)F)N1CCC(CC1)(C(=O)N[C@@H]1CN(CC1)C)C=1C=NC(=CC1)C1=C(SC=C1)C